(1r,2s)-2-(3-((5-chloro-6-(4-methylpiperazin-1-yl)pyrimidin-4-yl)amino)-1H-indazol-6-yl)-5'-methoxyspiro[cyclopropan-1,3'-indolin]-2'-one ClC=1C(=NC=NC1N1CCN(CC1)C)NC1=NNC2=CC(=CC=C12)[C@@H]1C[C@@]12C(NC1=CC=C(C=C21)OC)=O